C(C)(C)OCCN1NC=C(C1)C(=C)N1NC2=CC=C(C=C2C1)C=1C=C(C=CC1)S(=O)(=O)N 3-(2-(1-(2-(2-isopropoxyethyl)-1H-pyrazol-4-yl)vinyl)-1H-indazol-5-yl)benzenesulfonamide